ethyl (E)-3-(6-(cyclopropylcarbamoyl)-7-hydroxy-4-isobutyl-2-methyl-5-oxo-4,5-dihydropyrazolo[1,5-a]pyrimidin-3-yl)acrylate C1(CC1)NC(=O)C=1C(N(C=2N(C1O)N=C(C2/C=C/C(=O)OCC)C)CC(C)C)=O